ClC=1C(=NC=CC1)C(=O)NCC(F)F 3-chloro-N-(2,2-difluoroethyl)pyridinecarboxamide